tertbutyl (S)-3-(hydroxymethyl)piperazine-1-carboxylate OC[C@@H]1CN(CCN1)C(=O)OC(C)(C)C